3-(5-((4-(4'-chloro-[1,1'-biphenyl]-2-carbonyl)piperazin-1-yl)methyl)-6-fluoro-1-oxoisoindolin-2-yl)piperidine-2,6-dione ClC1=CC=C(C=C1)C=1C(=CC=CC1)C(=O)N1CCN(CC1)CC=1C=C2CN(C(C2=CC1F)=O)C1C(NC(CC1)=O)=O